8-[(2-hydroxyethyl)amino]octanoic acid hept-3-yl ester CCC(CCCC)OC(CCCCCCCNCCO)=O